C(C)(=O)OC1=CC=CC=2N(C(OC(C21)=O)=O)CCCC 1-butyl-2,4-dioxo-1,4-dihydro-2H-benzo[d][1,3]oxazin-5-yl acetate